C(=O)(OCC1C2=CC=CC=C2C2=CC=CC=C12)[C@@](C(=O)O)(CCCCCC)N Fmoc-(S)-2-aminooctanoic acid